N-(5-((2-bromoethyl)sulfonyl)-1,3,4-thiadiazol-2-yl)-2-(trifluoromethyl)benzamide BrCCS(=O)(=O)C1=NN=C(S1)NC(C1=C(C=CC=C1)C(F)(F)F)=O